BrC1=CC2=C(NC(=N2)NC2=CC=C3C(=CNC3=C2)F)C=C1 5-bromo-N-(3-fluoro-1H-indol-6-yl)-1H-1,3-benzodiazole-2-amine